5-chloro-N-(3-(2-((1-cyclopropylpiperidin-4-yl)amino)-5-fluoroquinazolin-6-yl)-2,4-difluorophenyl)-3-hydroxy-2,3-dihydrobenzofuran-7-sulfonamide ClC=1C=C(C2=C(C(CO2)O)C1)S(=O)(=O)NC1=C(C(=C(C=C1)F)C=1C(=C2C=NC(=NC2=CC1)NC1CCN(CC1)C1CC1)F)F